N6-((4-carboxybutanoyl)-D-glutamyl)-N2-(3-(4'-(4-(3-(3,5-diamino-6-chloropyrazine-2-carbonyl)guanidino)butyl)-[1,1'-biphenyl]-4-yl)propanoyl)-L-lysine C(=O)(O)CCCC(=O)N[C@H](CCC(=O)O)C(=O)NCCCC[C@H](NC(CCC1=CC=C(C=C1)C1=CC=C(C=C1)CCCCNC(=N)NC(=O)C1=NC(=C(N=C1N)N)Cl)=O)C(=O)O